ClC1=CC=C(COC2=NC=C(C(=C2)OCC2=CC=C(C=C2)OC)C2=NNC(=C2)C(F)(F)F)C=C1 2-((4-chlorobenzyl)oxy)-4-((4-methoxybenzyl)oxy)-5-(5-(trifluoromethyl)-1H-pyrazol-3-yl)pyridine